(S)-5-(4-(tert-butyl)-1H-imidazol-1-yl)-2-fluoro-4-methyl-N-(6-(5-methyl-6,7-dihydro-5H-pyrrolo[2,1-c][1,2,4]triazol-3-yl)pyridin-2-yl)benzamide C(C)(C)(C)C=1N=CN(C1)C=1C(=CC(=C(C(=O)NC2=NC(=CC=C2)C=2N3C(=NN2)CC[C@@H]3C)C1)F)C